[C].C[SiH2]Cl methylchlorosilane carbon